4-amino-1,3-benzenedicarboxylic acid NC1=C(C=C(C=C1)C(=O)O)C(=O)O